BrC1=CC=C(C=N1)C=1N(C(C2=C(N1)N(N=C2)C2=CC=C(C=C2)F)=O)CCCl 6-(6-bromopyridin-3-yl)-5-(2-chloroethyl)-1-(4-fluorophenyl)-1,5-dihydro-4H-pyrazolo[3,4-d]pyrimidin-4-one